C(C)OC(CCNCC(=O)OCC)=O.CCCC(CCCC)P(C1=CC=CC=C1)C(CCC)CCCC di-(4-octyl)phenylphosphine ethyl-3-((2-ethoxy-2-oxoethyl)amino)propanoate